N-((R)-1-((S)-2-hydroxypropyl)piperidin-3-yl)-2-(8-isopropyl-5-oxothieno[3',2':4,5]pyrrolo[1,2-d][1,2,4]triazin-6(5H)-yl)acetamide O[C@H](CN1C[C@@H](CCC1)NC(CN1N=C(N2C(C1=O)=CC1=C2SC=C1)C(C)C)=O)C